N-((1-(5-(6-(trifluoromethyl)imidazo[1,2-a]pyridin-3-yl)-1,2,4-thiadiazol-3-yl)piperidin-3-yl)methyl)methanesulfonamide FC(C=1C=CC=2N(C1)C(=CN2)C2=NC(=NS2)N2CC(CCC2)CNS(=O)(=O)C)(F)F